C1(CCC2C3CCC(=C12)C3)OC(C=C)=O.C(C)(=O)C3=CC=C(C=C3)NC(=O)N3CCN(CC3)C3=NC(=NC=C3N)NC3=CC=C(C=C3)N3CCOCC3 N-(4-acetylphenyl)-4-(5-amino-2-{[4-(morpholin-4-yl)phenyl]amino}pyrimidin-4-yl)piperazine-1-carboxamide hexahydro-4,7-methano-1H-indenyl-acrylate